ClC=1C(=NOC1)C1=CC=CC=C1 Chloro-phenyl-isoxazole